CC1(CCC(CC1)C(C)OC(CO)(C)C)C 2-[1-(4,4-dimethylcyclohexyl)ethoxy]-2-methyl-propan-1-ol